N-[3-[2-(difluoromethoxy)-5-methylsulfanyl-phenyl]-1-[2-[[(3R)-tetrahydropyran-3-yl]amino]ethyl]pyrazol-4-yl]pyrazolo[1,5-a]pyrimidine-3-carboxamide FC(OC1=C(C=C(C=C1)SC)C1=NN(C=C1NC(=O)C=1C=NN2C1N=CC=C2)CCN[C@H]2COCCC2)F